benzocycloheptane-6,7-diyl diacetate C(C)(=O)OC1CC2=C(CCC1OC(C)=O)C=CC=C2